3-(3-fluoro-4-methylbenzyl)-6-((R)-3-hydroxypyrrolidin-1-yl)isobenzofuran-1(3H)-one FC=1C=C(CC2OC(C3=CC(=CC=C23)N2C[C@@H](CC2)O)=O)C=CC1C